ClC=1C=C(C(=O)N[C@@H](C)C2=NC=NN2C2=NC=C(C=C2)C#N)C=C(C1)S(=O)C(F)F 3-chloro-N-{(1S)-1-[1-(5-cyanopyridin-2-yl)-1H-1,2,4-triazol-5-yl]ethyl}-5-[(difluoro-methyl)sulfinyl]benzamide